4-bromo-2-chloro-benzoyl chloride BrC1=CC(=C(C(=O)Cl)C=C1)Cl